2-(2-amino-3-methylbutyramido)-4-methyl-pentanoic acid NC(C(=O)NC(C(=O)O)CC(C)C)C(C)C